5-(3-cyano-5-fluorophenoxy)-1,1,2,2-tetrafluoro-3-hydroxy-3-methyl-2,3-dihydro-1H-indene-4-carbonitrile C(#N)C=1C=C(OC2=C(C=3C(C(C(C3C=C2)(F)F)(F)F)(C)O)C#N)C=C(C1)F